BrC=1C=2N(C(=NC1)N1CCC3(C(N4[C@H](O3)CC[C@H]4C4=CC=CC=C4)=O)CC1)N=CN2 (5'S,7a'R)-1-(8-bromo[1,2,4]triazolo[1,5-c]pyrimidin-5-yl)-5'-phenyltetrahydro-3'H-spiro[piperidine-4,2'-pyrrolo[2,1-b][1,3]oxazol]-3'-one